OC=1C=CC2=C(C=CC3=C2OC=2C=CC=CC2C32OC(C3=CC=CC=C23)=O)C1 3-hydroxy-spiro[7H-benzo[c]xanthene-7,1'(3'H)-isobenzofuran]-3'-one